C1(CCC1)C=1C=C(C=NC1)C=1N=NN(C1)C1(COC1)C1=CC=C(C=N1)N1C[C@@H](CCC1)NCC1CC1 (R)-1-(6-(3-(4-(5-cyclobutylpyridin-3-yl)-1H-1,2,3-triazol-1-yl)oxetan-3-yl)pyridin-3-yl)-N-(cyclopropylmethyl)piperidin-3-amine